6-[4-[4-[(2,6-dioxo-3-piperidyl)amino]phenyl]-1-piperidyl]-3,4-dihydro-1H-isoquinoline-2-carboxylic acid tert-butyl ester C(C)(C)(C)OC(=O)N1CC2=CC=C(C=C2CC1)N1CCC(CC1)C1=CC=C(C=C1)NC1C(NC(CC1)=O)=O